FC=1C=NC(=NC1)C=1C(=C(C=CC1)NC1=C(N=NC(=C1)NC=1N=NN(C1)C)C(=O)NC([2H])([2H])[2H])OC 4-((3-(5-fluoropyrimidin-2-yl)-2-methoxyphenyl)amino)-N-(methyl-d3)-6-((1-methyl-1H-1,2,3-triazol-4-yl)amino)pyridazine-3-carboxamide